C12C(CC(C=C1)C2)[Si](C)(OCC2C1C=CC(C2)C1)OCC1C2C=CC(C1)C2 bicyclo[2.2.1]hept-5-en-2-ylbis(bicyclo[2.2.1]hept-5-en-2-ylmethoxy)(methyl)silane